2-[6-amino-5-[8-[2-[3-(2-methyl-1,4-oxazepan-4-yl)prop-1-ynyl]-4-pyridyl]-3,8-diazabicyclo[3.2.1]octan-3-yl]pyridazin-3-yl]phenol NC1=C(C=C(N=N1)C1=C(C=CC=C1)O)N1CC2CCC(C1)N2C2=CC(=NC=C2)C#CCN2CC(OCCC2)C